FC1=C(C(=CC=C1)F)C1=CC(=CC=C1)C[C@@H]1N(CCC[C@@H]1NS(=O)(=O)C)C(=O)OC methyl cis-2-((2',6'-difluorobiphenyl-3-yl)methyl)-3-((methylsulfonyl)amino)piperidine-1-carboxylate